C1=CC=CC2=C3C4=CC=CC=C4C(=C12)C(=O)OC3=O anthracene-9,10-dicarboxylic anhydride